(E)-N2-[(5-fluoro-2-hydroxyphenyl)methylidene]-L-arginine FC=1C=CC(=C(C1)C=N[C@@H](CCCN\C(\N)=N\[H])C(=O)O)O